(1-(6-chloro-3,5-dicyano-4-cyclopropylpyridin-2-yl)piperidin-4-yl)carbamic acid tert-butyl ester C(C)(C)(C)OC(NC1CCN(CC1)C1=NC(=C(C(=C1C#N)C1CC1)C#N)Cl)=O